C(C)(CC)[BH-](C(C)CC)C(C)CC.[K+] potassium tri(secbutyl)borohydride